N-(6-(azetidine-1-carbonyl)-5-(trifluoromethyl)pyridin-3-yl)-2-chloro-8,8-dimethyl-7,8-dihydro-6H-cyclopenta[e]pyrazolo[1,5-a]pyrimidine-6-carboxamide N1(CCC1)C(=O)C1=C(C=C(C=N1)NC(=O)C1CC(C2=C1C=NC=1N2N=C(C1)Cl)(C)C)C(F)(F)F